C(C)(=O)N(C(OC(C)(C)C)=O)C1=NN2C(C=CC(=C2)C(F)(F)F)=C1I tert-butyl N-acetyl-N-[3-iodo-6-(trifluoromethyl)pyrazolo[1,5-a]pyridin-2-yl]carbamate